Cl.C(C1=CC=CC=C1)OC1O[C@@H]([C@H]([C@@H]([C@H]1N)OCC1=CC=CC=C1)OCC1=CC=CC=C1)COCC1=CC=CC=C1 (3R,4R,5S,6R)-2,4,5-tris(benzyloxy)-6-((benzyloxy)methyl)tetrahydro-2H-pyran-3-amine hydrochloride